1-(1-(2-(1H-tetrazol-5-yl)-4-(trifluoromethyl)benzyl)-1,8-diazaspiro[4.5]decane-8-carbonyl)-1H-pyrazole-3-carboxylic acid N1N=NN=C1C1=C(CN2CCCC23CCN(CC3)C(=O)N3N=C(C=C3)C(=O)O)C=CC(=C1)C(F)(F)F